Benzylcarbamic acid 7-[4-(4-benzo[b]thiophen-4-ylpiperazin-1-yl)butoxy]-4,4-dimethyl-2-oxo-3,4-dihydro-2H-quinolin-1-ylmethyl ester S1C2=C(C=C1)C(=CC=C2)N2CCN(CC2)CCCCOC2=CC=C1C(CC(N(C1=C2)COC(NCC2=CC=CC=C2)=O)=O)(C)C